FC(C(=O)[O-])(F)F.C(C)(C)(C)OC(C[N+]1(CCC(CC1)C(=O)OCC1=CC=CC=C1)CCN(C)C)=O trans-benzyl 1-(2-tert-butoxy-2-oxo-ethyl)-1-[2-(dimethylamino)ethyl]piperidin-1-ium-4-carboxylate 2,2,2-trifluoroacetate